N-(4-(4-amino-7-cyano-3-(4-((5-fluoro-4-methylpyrimidin-2-yl)oxy)phenyl)-1-methyl-1H-pyrrolo[3,2-c]pyridin-2-yl)phenyl)-2-methylprop-2-enethioamide NC1=NC=C(C2=C1C(=C(N2C)C2=CC=C(C=C2)NC(C(=C)C)=S)C2=CC=C(C=C2)OC2=NC=C(C(=N2)C)F)C#N